N-((1-aminoisoquinolin-6-yl)methyl)-5-bromonicotinamide NC1=NC=CC2=CC(=CC=C12)CNC(C1=CN=CC(=C1)Br)=O